COC(CCCN(C)C)OC 4,4-dimethoxy-N,N-dimethylbutan-1-amine